2-(2-amino-6-{[(2S)-1,1,1-trifluoropropan-2-yl]Oxy}pyridin-3-yl)propan-2-ol NC1=NC(=CC=C1C(C)(C)O)O[C@H](C(F)(F)F)C